The molecule is a member of the class of 1-benzofurans that is 1-benzofuran-3(2H)-one, substituted by hydroxy groups at positions 2 and 6, a 4-hydroxybenzyl group at position 2 and a methoxy group at position 4. Isolated from the heartwood of Pterocarpus marsupium, it exhibits antihyperglycemic and antihyperlipidemic activities. It has a role as a metabolite, a hypoglycemic agent and an antilipemic drug. It is a polyphenol, an aromatic ether and a member of 1-benzofurans. COC1=CC(=CC2=C1C(=O)C(O2)(CC3=CC=C(C=C3)O)O)O